N1[C@H](CNCC1)CCC(=O)O[C@H]1[C@H](NC[C@@H]1O)CC1=CC=C(C=C1)OC (2R,3S,4S)-4-hydroxy-2-[(4-methoxyphenyl)methyl]pyrrolidin-3-yl 3-[(2S)-piperazin-2-yl]propanoate